2-((((((S)-1-(docosyloxy)-1-oxo-3-phenylpropan-2-yl)amino)(phenoxy)phosphoryl)oxy)methyl)-2-ethynyltetrahydrofuran-3-yl decanoate C(CCCCCCCCC)(=O)OC1C(OCC1)(C#C)COP(=O)(OC1=CC=CC=C1)N[C@H](C(=O)OCCCCCCCCCCCCCCCCCCCCCC)CC1=CC=CC=C1